C(=O)[O-].C(=O)(O)CCC(=O)OC[C@H]1O[C@H]([C@H]2[C@@H]1OC(O2)(C)C)[N+]2=CC=CC=C2 1-((3aR,4R,6R,6aR)-6-(((3-carboxypropanoyl)oxy)methyl)-2,2-dimethyltetrahydrofuro[3,4-d][1,3]dioxol-4-yl)pyridin-1-ium formate